O=C1CC[C@H](N1)COC1=NC=CC2=CC(=C(C=C12)OCC#C)C(=O)N 1-{[(2S)-5-oxopyrrolidin-2-yl]methoxy}-7-(prop-2-yn-1-yloxy)isoquinoline-6-carboxamide